BrC#C[Si](C)(C)C(C)(C)C (2-bromoethynyl)-tert-butyl-dimethylsilane